2-(3,5-Difluoro-4-(3-fluoro-4-(6-(N-isopropylcarbamimidoyl)-1H-benzo[d]imidazol-2-yl)phenoxy)phenyl)-N-isopropyl-1H-benzo[d]imidazole-6-carboximidamide FC=1C=C(C=C(C1OC1=CC(=C(C=C1)C1=NC2=C(N1)C=C(C=C2)C(NC(C)C)=N)F)F)C2=NC1=C(N2)C=C(C=C1)C(NC(C)C)=N